2-fluoro-1,3,5-triisopropylbenzene FC1=C(C=C(C=C1C(C)C)C(C)C)C(C)C